O1CCCC2=C(C=CC=C12)NC(C1=C(C(=CC=C1)C(F)(F)F)Cl)=O N-chroman-5-yl-2-chloro-3-trifluoromethyl-benzamide